C1=CC=CC=2C3=CC=CC=C3C(C12)COC(=O)[C@](N)(CCCCNC(=O)OCC=C)C(=O)O 2-(((9H-fluoren-9-yl)methoxy)carbonyl)-N6-((allyloxy)carbonyl)-L-lysine